CC1=CC=C(C=C1)S(=O)(=O)O.C1OCC12CN(C2)C=2OC1=C(N2)C=CC(=C1)OC\C(\CN)=C\F (E)-2-(((2-(2-oxa-6-azaspiro[3.3]heptan-6-yl)benzo[d]oxazol-6-yl)oxy)methyl)-3-fluoroprop-2-en-1-amine 4-methylbenzenesulfonate